4,6-dimethoxyisatin COC1=C2C(C(NC2=CC(=C1)OC)=O)=O